(E)-3,5-dihydroxy-4-isopropylstilbene OC=1C=C(C=C(C1C(C)C)O)\C=C\C1=CC=CC=C1